C(CCCCCCCCCC)C1=NOC(=N1)CC(C(=O)OC(C)(C)C)=C tert-butyl 2-((3-undecyl-1,2,4-oxadiazol-5-yl)methyl)acrylate